(7R)-N-(2-Amino-4-((4-hydroxybenzyl)amino)phenyl)-7,8-difluorooctanamid NC1=C(C=CC(=C1)NCC1=CC=C(C=C1)O)NC(CCCCC[C@H](CF)F)=O